2-((2-bromopyrimidin-5-yl)methyl)-3-methylnaphthalene-1,4-dione BrC1=NC=C(C=N1)CC=1C(C2=CC=CC=C2C(C1C)=O)=O